4,6-Dihydroxy-3-methyl-2-pyruvoylbenzoic acid OC1=C(C(=C(C(=O)O)C(=C1)O)C(C(=O)C)=O)C